C(C)(C)(C)OC(=O)N1C(CC(CC1)O)C(=O)N1[C@@H](CCC1O)C1=CC=C(C=C1)F ((2S)-2-(4-fluorophenyl)-5-hydroxypyrrolidine-1-carbonyl)-4-hydroxypiperidine-1-carboxylic acid tert-butyl ester